9,9'-(3,5-bis(4,6-diphenyl-1,3,5-triazin-2-yl)-4-(3-methyl-9H-carbazol-9-yl)-1,2-phenylene)bis(9H-carbazole) C1(=CC=CC=C1)C1=NC(=NC(=N1)C1=CC=CC=C1)C=1C(=C(C=C(C1N1C2=CC=CC=C2C=2C=C(C=CC12)C)C1=NC(=NC(=N1)C1=CC=CC=C1)C1=CC=CC=C1)N1C2=CC=CC=C2C=2C=CC=CC12)N1C2=CC=CC=C2C=2C=CC=CC12